C(C)(=O)C1=CC(=CS1)COC1=CC=CC(=N1)C1CCN(CC1)CC1=NC2=C(N1C[C@H]1OCC1)C=C(C=C2)C(=O)OC (S)-methyl 2-((4-(6-((5-acetylthiophen-3-yl)methoxy)pyridin-2-yl)piperidin-1-yl)methyl)-1-(oxetan-2-ylmethyl)-1H-benzo[d]imidazole-6-carboxylate